1,6-Diisocyanato-2,4,4-tri-methylhexan N(=C=O)CC(CC(CCN=C=O)(C)C)C